dihydro-5-undecyl-2(3H)-furanone C(CCCCCCCCCC)C1CCC(O1)=O